NC=1C=CC2=CC3=CC=C(C=C3N=C2C1)N 3,6-diaminoacridin